N-(1-ethylazetidin-3-yl)-3-fluoro-5-((2-fluoro-4-((trimethylsilyl)ethynyl)phenyl)amino)isonicotinamide C(C)N1CC(C1)NC(C1=C(C=NC=C1NC1=C(C=C(C=C1)C#C[Si](C)(C)C)F)F)=O